C12C(=CC3=CC(=CC=C13)C=O)C2 methano-1H-indene-5-carboxaldehyde